but-3-yn-1-yl {6-[({[(Z)-(1-methyl-1H-tetrazol-5-yl)(phenyl)methylene] amino} oxy)methyl]pyridin-2-yl}carbamate CN1N=NN=C1\C(\C1=CC=CC=C1)=N/OCC1=CC=CC(=N1)NC(OCCC#C)=O